4-(4-chloropyrrolo[2,3-d]pyrimidin-7-yl)-N-methoxy-N,2,2-trimethyl-3a,4,6,6a-tetrahydrofuro[3,4-d][1,3]dioxole-6-carboxamide ClC=1C2=C(N=CN1)N(C=C2)C2OC(C1OC(OC12)(C)C)C(=O)N(C)OC